(S)-6-(2-chlorophenyl)-5-methyl-2-((3-methyl-4-(3-methyl-1,3-diazepan-1-yl)phenyl)amino)-8-(1-propionylpiperidin-3-yl)pyrido[2,3-d]pyrimidin-7(8H)-one ClC1=C(C=CC=C1)C1=C(C2=C(N=C(N=C2)NC2=CC(=C(C=C2)N2CN(CCCC2)C)C)N(C1=O)[C@@H]1CN(CCC1)C(CC)=O)C